C1(CC1)CC(=O)N1CCN(CC1)C1=NC=C(C=C1)O 2-Cyclopropyl-1-[4-(5-hydroxy-2-pyridyl)piperazin-1-yl]ethanone